azobis{2-[N-(4-chlorophenyl)amidino]propane} dihydrochloride Cl.Cl.N(=NCC(C)C(NC1=CC=C(C=C1)Cl)=N)CC(C)C(NC1=CC=C(C=C1)Cl)=N